N-(Bicyclo[2.2.1]heptan-2-yl)-6-(6-(4-methoxypyridin-3-yl)-4-methyl-1H-pyrazolo[4,3-c]pyridin-1-yl)-4-((2R,3S)-2-methyl-3-((methylsulfonyl)methyl)azetidin-1-yl)pyridin-2-amine C12C(CC(CC1)C2)NC2=NC(=CC(=C2)N2[C@@H]([C@H](C2)CS(=O)(=O)C)C)N2N=CC=1C(=NC(=CC12)C=1C=NC=CC1OC)C